[(2R,3R,4R,5R)-4-Acetoxy-2-[2-[2-(2-benzyloxyethoxy)ethoxy]-ethoxymethyl]-5-[2-(2-methylpropanoylamino)-6-oxo-1H-purin-9-yl]tetrahydrofuran-3-yl] acetate C(C)(=O)O[C@@H]1[C@H](O[C@H]([C@@H]1OC(C)=O)N1C=2N=C(NC(C2N=C1)=O)NC(C(C)C)=O)COCCOCCOCCOCC1=CC=CC=C1